NN1CCN(CC1)N N,N'-diaminopiperazine